dipropyl-amine HCl Cl.C(CC)NCCC